2-(2-hydroxy-5-methylphenyl)-5-chloro-2H-benzotriazole OC1=C(C=C(C=C1)C)N1N=C2C(=N1)C=CC(=C2)Cl